5-(((1R,2R)-2-(Dimethylamino)cyclohexyl)(methyl)amino)-2-(2,6-dioxopiperidin-3-yl)isoindolin-1,3-dion CN([C@H]1[C@@H](CCCC1)N(C=1C=C2C(N(C(C2=CC1)=O)C1C(NC(CC1)=O)=O)=O)C)C